OC=1C=CNC1 (2S,4S)-4-Hydroxypyrrol